[2H]C1([C@@H]([C@H](OC(C1(N1CC2=NN(C=C2C1)S(=O)(=O)C)[2H])(C(F)(F)F)[2H])C1=C(C=CC(=C1)F)F)NC([O-])=O)[2H] [(2R,3S)-4,4,5,6-tetradeuterio-2-(2,5-difluorophenyl)-5-(2-methylsulfonyl-4,6-dihydropyrrolo[3,4-c]pyrazol-5-yl)-6-(trifluoromethyl)tetrahydropyran-3-yl]carbamate